OC=1C(=C(C(=O)N)C=CC1C(=O)N)O DIHYDROXYTEREPHTHALIC ACID DIAMIDE